(4,6-diamino-2-(1-(2,6-difluorobenzyl)-5-fluoro-1H-pyrazolo[3,4-b]pyridin-3-yl)pyrimidin-5-yl)-2,2-difluoropropionamide NC1=NC(=NC(=C1CC(C(=O)N)(F)F)N)C1=NN(C2=NC=C(C=C21)F)CC2=C(C=CC=C2F)F